FC1(OC2=C(O1)C=C(C=C2)[N+](=O)[O-])F 2,2-difluoro-6-nitrobenzo[d][1,3]dioxol